C([C@@H]1[C@@H]([C@@H]([C@H]([C@H](O1)OC[C@@H]2[C@H]([C@@H]([C@H](C(O2)O)O)O)O[C@@H]3[C@@H]([C@H]([C@@H]([C@H](O3)CO)O)O)O)O)O)O)O The molecule is a trisaccharide that is D-glucopyranose in which the hydroxy groups at positions 4 and 6 have been converted into the corresponding alpha-D-glucopyranosyl and alpha-D-galactopyransoyl derivatives, respectively.